ClC1=C(C(=CC(=C1)CCl)C(F)(F)F)F 1-chloro-5-(chloromethyl)-2-fluoro-3-(trifluoromethyl)benzene